5-(4-methylpiperidin-1-yl)-1-toluenesulfonyl-1H-indole-3-carbaldehyde CC1CCN(CC1)C=1C=C2C(=CN(C2=CC1)S(=O)(=O)CC1=CC=CC=C1)C=O